3-methyl-N1-(o-tolyl)benzene-1,4-diamine CC=1C=C(C=CC1N)NC1=C(C=CC=C1)C